O1C=C(C=C1)C=1C(C(=C2COCCN2C1C)C(=O)N)=O 7-(furan-3-yl)-6-methyl-8-oxo-3,4-dihydro-1H-pyrido[2,1-c][1,4]Oxazine-9-carboxamide